2-amino-6-hydroxy-2-(2,3,5-trifluorophenyl)cyclohexan-1-one NC1(C(C(CCC1)O)=O)C1=C(C(=CC(=C1)F)F)F